NC(CO)(CO)CCC1=CC=C(C=C1)CCCCCCCC 2-amino-2-[2-(4-octylphenyl)ethyl]propane-1,3-diol